C(#N)C=1C(=NC(=C(C1C1CC1)C#N)N1CCNCC1)SC(C(=O)N)C1=CC=NC=C1 2-((3,5-dicyano-4-cyclopropyl-6-(piperazin-1-yl)pyridin-2-yl)sulfanyl)-2-(pyridin-4-yl)acetamide